FC=1C(=C(C=CC1F)[C@H]1[C@H](O[C@@]([C@@H]1CC)(C(F)(F)F)C)C(=O)NC1=CC(=NC=C1)C(=O)N)OC (2S,3S,4R,5S)-4-[[3-(3,4-difluoro-2-methoxy-phenyl)-4-ethyl-5-methyl-5-(trifluoromethyl)tetrahydrofuran-2-carbonyl]amino]pyridine-2-carboxamide